1-(tert-butyl) 2-methyl tetrahydropyrrole-1,2-dicarboxylate N1(C(CCC1)C(=O)OC)C(=O)OC(C)(C)C